NC1=CC=C(C(=N1)C1=C(C=C2C(=NC(=NC2=C1)OCC1N(C2(CC2)CC1)C)N1CCN(CC1)C(C=C)=O)Cl)C(F)(F)F 1-(4-(7-(6-amino-3-(trifluoromethyl)pyridin-2-yl)-6-chloro-2-((4-methyl-4-azaspiro[2.4]heptan-5-yl)methoxy)quinazolin-4-yl)piperazin-1-yl)prop-2-en-1-one